ClC=1C=C2N=CC(=NC2=CC1)C1=CC=C(C(=O)OC2=NC=CN=C2)C=C1 pyrazin-2-yl 4-(6-chloroquinoxalin-2-yl)benzoate